C=1(SC=C2C1CCCC2)C(=O)O 6,7-dihydro-4H-2-benzothiophene-1-carboxylic acid